ClC1=C(CNC(=O)[C@]2(C=3C=CC=NC3[C@@H](CC2)O)F)C(=CC=C1)C (5S,8R)-N-(2-chloro-6-methylbenzyl)-5-fluoro-8-hydroxy-5,6,7,8-tetra-hydroquinoline-5-carboxamide